sulfonyl-L-homophenylalanine S(=O)(=O)=N[C@@H](CCC1=CC=CC=C1)C(=O)O